(S,E)-1-amino-2-(1-(but-2-enoyl)piperidin-2-yl)-4-(4-((4-methylpyridin-2-yl)carbamoyl)phenyl)-1H-imidazole-5-carboxamide NN1C(=NC(=C1C(=O)N)C1=CC=C(C=C1)C(NC1=NC=CC(=C1)C)=O)[C@H]1N(CCCC1)C(\C=C\C)=O